C(CN1C(=NC2=C1C=CC(=C2OC)C(=O)N)C2=C(C=CC=C2)C=2N=NNN2)N2C(=NC1=C2C=CC(=C1OC)C(=O)N)C1=C(C=CC=C1)C=1N=NNN1 1,1'-(Ethane-1,2-diyl)bis(2-(2-(2H-tetrazol-5-yl)phenyl)-4-methoxy-1H-benzo[d]imidazole-5-carboxamide)